NC1=C2N=CN(C2=NC(=N1)Cl)[C@H]1[C@H]([C@@H]([C@H](O1)CO)O)Cl (2R,3R,4S,5R)-5-(6-amino-2-chloro-9H-purin-9-yl)-4-chloro-2-(hydroxymethyl)-tetrahydrofuran-3-ol